6-benzylsulfanyl-4-chloro-8-fluoro-2-methyl-quinazoline C(C1=CC=CC=C1)SC=1C=C2C(=NC(=NC2=C(C1)F)C)Cl